ethyl 8-bromo-6-(difluoromethyl)imidazo[1,2-a]pyridine-2-carboxylate BrC=1C=2N(C=C(C1)C(F)F)C=C(N2)C(=O)OCC